N-(1-(4,4-difluorocyclohexyl)-2-oxopyrrolidin-3-yl)-4-(N-(2-hydroxyethyl)sulfamoyl)-2-(6-azaspiro[2.5]octan-6-yl)benzamide FC1(CCC(CC1)N1C(C(CC1)NC(C1=C(C=C(C=C1)S(NCCO)(=O)=O)N1CCC2(CC2)CC1)=O)=O)F